C(\C=C\CC\C=C/CC)OC(CCCCCCCCCCCCCCC)=O hexadecanoic acid (2E,6Z)-2,6-nonadienyl ester